ClC1=C(C=CC=C1C1=C(C(=CC=C1)NC(=O)C1=NN2C(C(CCC2)=O)=C1)Cl)NC(=O)C=1SC=2CN(CCC2N1)C(=O)OC(C)(C)C tert-butyl 2-[[2-chloro-3-[2-chloro-3-[(4-oxo-6,7-dihydro-5H-pyrazolo[1,5-a]pyridine-2-carbonyl)amino]phenyl]phenyl]carbamoyl]-6,7-dihydro-4H-thiazolo[5,4-c]pyridine-5-carboxylate